C1(CCCCC1)N1CCN(C2=CC=CC=C12)C(CCN1CCNCC1)=O 1-(4-cyclohexyl-3,4-dihydroquinoxalin-1(2H)-yl)-3-(piperazin-1-yl)propan-1-one